C1(CCC1)CC(=O)NC1=CSC(=C1)C1=NC(=CN=C1)C1=CC(=C(C=C1)OCCC=1C=NN(C1)C)OC 2-Cyclobutyl-N-(5-(6-(3-methoxy-4-(2-(1-methyl-1H-pyrazol-4-yl)ethoxy)phenyl)pyrazin-2-yl)thiophen-3-yl)acetamide